[F-].C(CCCCCCCC)[N+]1=C(C=CC=C1)CCCC 1-nonyl-2-butylpyridinium fluoride